(S)-(1-(2-butoxy-5-chlorobenzyl)pyrrolidin-3-yl)methanamine difumarate C(\C=C\C(=O)O)(=O)O.C(\C=C\C(=O)O)(=O)O.C(CCC)OC1=C(CN2C[C@@H](CC2)CN)C=C(C=C1)Cl